ClC=1C(=C2CCCCN2C1C(C(=O)NC1(CCC1)CO)=O)C(=O)NC1=CC(=C(C=C1)F)C 2-chloro-N-(4-fluoro-3-methylphenyl)-3-(2-((1-(hydroxymethyl)cyclobutyl)amino)-2-oxoacetyl)-5,6,7,8-tetrahydroindolizine-1-carboxamide